(2S,3S)-decan-2,3-diol C[C@@H]([C@H](CCCCCCC)O)O